Cl.C1(=CC(=CC=C1)C[C@@H]1NCC2(CC2)[C@@H]1NS(=O)(=O)C(F)F)C1=CC=CC=C1 N-((6S-7S)-6-([1,1'-biphenyl]-3-ylmethyl)-5-azaspiro[2.4]heptan-7-yl)-1,1-difluoromethanesulfonamide hydrochloride